tert-butyl (S)-4-((3-((5-chloro-2,3-dihydrobenzofuran-3-yl)carbamoyl)phenyl)amino)-4-(5-(pyridin-4-yl)-4H-1,2,4-triazol-3-yl)piperidine-1-carboxylate ClC=1C=CC2=C([C@@H](CO2)NC(=O)C=2C=C(C=CC2)NC2(CCN(CC2)C(=O)OC(C)(C)C)C2=NN=C(N2)C2=CC=NC=C2)C1